NC1=NC=NN2C1=C(C=C2C=2C=C(C(=C(C(=O)N[C@@H]1CN(C[C@@H]1F)C(C1=C(C=CC=C1)F)=O)C2)OC)F)C(F)(F)F 5-[4-amino-5-(trifluoromethyl)pyrrolo[2,1-f][1,2,4]triazin-7-yl]-3-fluoro-N-[(3R,4S)-4-fluoro-1-(2-fluorobenzoyl)pyrrolidin-3-yl]-2-methoxybenzamide